S1C=CC2=C1C=CC=C2 benzoThiophene